1-Cyclopropyl-2-(4-(1,1-difluoroethyl)pyrimidin-5-yl)-1H-benzo[d]imidazol-6-carbonitril C1(CC1)N1C(=NC2=C1C=C(C=C2)C#N)C=2C(=NC=NC2)C(C)(F)F